[C@@H]1([C@@H](CC=CC1)C(=O)OC)C(=O)OC dimethyl trans-cyclohex-4-ene-1,2-dicarboxylate